C(C)(C)(C)OC(=O)N1CCCC2=CC=C(N=C12)CCCC=O 7-(4-oxobutyl)-3,4-dihydro-2H-1,8-naphthyridine-1-carboxylic acid tert-butyl ester